t-butyl 2,8-diazaspiro[4.5]decane-8-carboxylate C1NCCC12CCN(CC2)C(=O)OC(C)(C)C